β-hydroxy-4-(2-hydroxyethyl)piperazine-1-propanesulfonic acid OC(CS(=O)(=O)O)CN1CCN(CC1)CCO